C(C1=CC=CC=C1)SC1=C(C(=C(C(=C1F)F)C)F)F benzyl(2,3,5,6-tetrafluoro-4-methylphenyl)sulfane